OC1=C(C=CC(=C1)CC=C)OC hydroxyestragole